(1R,4R)-4-(4-(2,2,2-TRIFLUOROETHYL)PIPERAZIN-1-YL)CYCLOHEXAN-1-AMINE TRIS(2,2,2-TRIFLUOROACETATE) FC(C(=O)O)(F)F.FC(C(=O)O)(F)F.FC(C(=O)O)(F)F.FC(CN1CCN(CC1)C1CCC(CC1)N)(F)F